sodium methoxynaphthalene-4-sulfonate COC1=CC=C(C2=CC=CC=C12)S(=O)(=O)[O-].[Na+]